FC=1C=C(C=CC1)CNC(=O)C=1C(=NC2=CC(=CC=C2C1C)C(F)(F)F)OCCOC N-[(3-fluorophenyl)-methyl]-2-(2-methoxy-ethoxy)-4-methyl-7-(trifluoromethyl)-quinoline-3-carboxylic acid amide